(Benzylsulfanyl)-2-fluoroaniline C(C1=CC=CC=C1)SNC1=C(C=CC=C1)F